4-(((6-(1-(tert-butoxycarbonyl)piperidin-4-yl)pyridin-2-yl)oxy)methyl)-3-fluoro-benzoic acid C(C)(C)(C)OC(=O)N1CCC(CC1)C1=CC=CC(=N1)OCC1=C(C=C(C(=O)O)C=C1)F